(hydroxyphenylmethyl)-ethylene-diamine diacetic acid C(C)(=O)O.C(C)(=O)O.OC(C1=CC=CC=C1)NCCN